[Na].ClC1=C(C=CC(=C1)OC)N1C(=C(C(=C1)C1=CC=CC=C1)C1=NC=CC=C1)CC1=CC=CC=C1 N-(2-chloro-4-methoxyphenyl)-3-(2-pyridyl)-2-benzyl-4-phenyl-pyrrole Sodium